Cl.Cl.Cl.N1=NC(=CC=C1)N pyridazin-3-amine trihydrochloride